C(C)OC(=O)C1C(C1)C(C1=C2C=CN(C2=C(C=C1OC)C)C(=O)OC(C)(C)C)O tert-butyl 4-((2-(ethoxycarbonyl)cyclopropyl)-(hydroxy)methyl)-5-methoxy-7-methyl-1H-indole-1-carboxylate